NCC=1C(=CC(=NC1)C1=CC=C(C=C1)F)C1=NN(C=C1)CC=1C=C(C(=O)NC)C=CC1 3-((3-(5-(aminomethyl)-2-(4-fluorophenyl)pyridin-4-yl)-1H-pyrazol-1-yl)methyl)-N-methylbenzamide